(S)-4-(7-bromo-2-chloroquinazolin-4-yl)-2-(cyanomethyl)piperazine-1-carboxylic acid tert-butyl ester C(C)(C)(C)OC(=O)N1[C@H](CN(CC1)C1=NC(=NC2=CC(=CC=C12)Br)Cl)CC#N